C1=CC=CC=2C3=CC=CC=C3C(C12)COC(=O)N[C@H](C(=O)N[C@H](C(=O)NC1=CC=C(COC(=O)NCC(=O)OC)C=C1)C)C(C)C methyl (((4-((S)-2-((S)-2-((((9H-fluoren-9-yl)methoxy)carbonyl)amino)-3-methylbutanamido)propanamido)benzyl)oxy)carbonyl)glycinate